CCCCCCCCCC\C=C/CCCC (Z)-11-hexadecen